trans-(-)-carvone-5,6-oxide CC(=C)[C@H]1C[C@H]2[C@](O2)(C(=O)C1)C